β-naphthol tert-butyl-(2R,4S)-2-{6-bromoimidazo[1,2-a]pyrazin-2-yl}-4-fluoropyrrolidine-1-carboxylate C(C)(C)(C)[C@@]1(N(C[C@H](C1)F)C(=O)OC1=CC2=CC=CC=C2C=C1)C=1N=C2N(C=C(N=C2)Br)C1